NCC1=NNC(C2=CC=C(C=C12)C=1C=NN(C1C1=C(C#N)C(=CC(=C1F)Cl)OC1CC1)C(F)F)=O (P)-2-(4-(4-(aminomethyl)-1-oxo-1,2-dihydrophthalazin-6-yl)-1-(difluoromethyl)-1H-pyrazol-5-yl)-4-chloro-6-cyclopropoxy-3-fluorobenzonitrile